FC1=NC(=CC(=C1)N(C=1SC(=C(N1)C(=O)NC1C(CC1)(C)C)C)C(C(C)C)=O)F 2-[(2,6-difluoro-4-pyridinyl)-(2-methylpropanoyl)amino]-N-(2,2-dimethylcyclobutyl)-5-methyl-thiazole-4-carboxamide